4-isopropyl-3-methyl-5-(8-methyl-[1,2,4]triazolo[1,5-a]pyridin-6-yl)-2-(2-azaspiro[3.3]heptan-6-yl)-6H-thieno[2,3-b]pyrrole C(C)(C)C=1C2=C(NC1C=1C=C(C=3N(C1)N=CN3)C)SC(=C2C)C2CC3(CNC3)C2